ClC=1C(=C(C(=CC1)N1N=NN=C1)C1=CC(N2[C@@H](CCC2C1)C(=O)OCC(=O)C1=C(C(=NC=C1)C1(COC1)C#N)F)=O)F 2-(2-(3-cyanooxetan-3-yl)-3-fluoropyridin-4-yl)-2-oxoethyl (3S)-7-(3-chloro-2-fluoro-6-(1H-tetrazol-1-yl)phenyl)-5-oxo-1,2,3,5,8,8a-hexahydroindolizine-3-carboxylate